C(#N)CNCCC(=O)O 3-[(CYANOMETHYL)AMINO]PROPANOIC ACID